C1(CC1)C1=NC=NC(=C1C=1N=C(C2=C(N1)C=CC=N2)OC(C)C2=CC=C(C=C2)C=2N(C=C(N2)C(F)(F)F)C)OC 2-(4-cyclopropyl-6-methoxypyrimidin-5-yl)-4-(1-(4-(1-methyl-4-(trifluoromethyl)-1H-imidazol-2-yl)phenyl)ethoxy)pyrido[3,2-d]pyrimidine